4-{(S)-2-[(S)-2-(Methoxycarbonyl)-3-phenylpropanamido]-2-(4-phenylthiazol-2-yl)ethyl}phenylsulfamic acid COC(=O)[C@H](C(=O)N[C@@H](CC1=CC=C(C=C1)NS(O)(=O)=O)C=1SC=C(N1)C1=CC=CC=C1)CC1=CC=CC=C1